1,2,3-tris(mercaptomethyl)Benzene methyl-1,3-bis[2-(tert-butoxycarbonylamino)ethyl]-4,8-difluoro-2-oxo-6,7-dihydro-5H-cyclopenta[f]benzimidazole-6-carboxylate COC(=O)C1CC=2C(=C(C3=C(N(C(N3CCNC(=O)OC(C)(C)C)=O)CCNC(=O)OC(C)(C)C)C2F)F)C1.SCC1=C(C(=CC=C1)CS)CS